BrC1=C(C=NN(C1=O)C)N[C@@H]1C[C@@H](CN(C1)C)C1=CC=C(C=C1)N1CCC2(CCN(CC2)C2=CC(=C(C=C2)C2C(NC(CC2)=O)=O)C)CC1 3-(4-(9-(4-((3R,5R)-5-((5-bromo-1-methyl-6-oxo-1,6-dihydropyridazin-4-yl)amino)-1-methylpiperidin-3-yl)phenyl)-3,9-diazaspiro[5.5]undecan-3-yl)-2-methyl-phenyl)piperidine-2,6-dione